CC1(CC(CC(C1)C)=O)C 3,3,5-trimethylcyclohexanon